COC1=CC=C2C(=CCC2=C1)C1=CC=CC=C1 6-methoxy-3-phenyl-1H-indene